4-chloro-2-(trifluoroacetyl)nitrobenzene ClC1=CC(=C(C=C1)[N+](=O)[O-])C(C(F)(F)F)=O